1-[(1S,4aR,8aS)-1-methyl-5-[(1R)-2,2,2-trifluoro-1-hydroxy-ethyl]-3,4,4a,5,6,7,8,8a-octahydro-1H-isoquinolin-2-yl]-2-(3,5-dichloro-1-methyl-indazol-4-yl)ethanone C[C@@H]1N(CC[C@H]2C(CCC[C@H]12)[C@H](C(F)(F)F)O)C(CC1=C2C(=NN(C2=CC=C1Cl)C)Cl)=O